benzyl (S)-2-(cyanomethyl)-4-(2-(((S)-1-methylpyrrolidin-2-yl)methoxy)-6-(naphthalen-2-yl)-6,7-dihydro-5H-pyrrolo[3,4-d]pyrimidin-4-yl)piperazine-1-carboxylate C(#N)C[C@@H]1N(CCN(C1)C=1C2=C(N=C(N1)OC[C@H]1N(CCC1)C)CN(C2)C2=CC1=CC=CC=C1C=C2)C(=O)OCC2=CC=CC=C2